tert-butyl (5aR,9aR)-4-cyano-3-(((E)-(dimethylamino)methylene)amino)-5a,6,9a,10-tetrahydro-7H-dipyrido[3,2-b:3',4'-e][1,4]oxazine-8(9H)-carboxylate C(#N)C1=C(C=NC2=C1O[C@H]1[C@H](N2)CN(CC1)C(=O)OC(C)(C)C)/N=C/N(C)C